OC(C)O 2,2-Dihydroxyethane